BrC1=CC=C2C(=N1)NC=C2S(=O)(=O)NC2=NC(=C(C(=N2)OC)OC(C(F)([2H])[2H])([2H])[2H])OC 6-bromo-N-[4,6-dimethoxy-5-(1,1,2,2-tetradeuterio-2-fluoro-ethoxy)pyrimidin-2-yl]-1H-pyrrolo[2,3-b]pyridine-3-sulfonamide